N1(N=NN=C1)[C@@H]1CN(CC1)C(=O)N1CC(C1)C1=CC=C(C=C1)OC1=NC=CC(=N1)C(F)(F)F [(3S)-3-(Tetrazol-1-yl)pyrrolidin-1-yl]-[3-[4-[4-(trifluoromethyl)pyrimidin-2-yl]oxyphenyl]azetidin-1-yl]methanone